NCCCNC(OC(C)(C)C)=O tert-butyl (3-amino-propyl)-carbamate